2-(2-(1-propenoyl-1,2,5,6-tetrahydropyridin-3-yl)thiazol-4-yl)-N-(5-cyclopropyl-1H-pyrazol-3-yl)propanamide C(C=C)(=O)N1CC(=CCC1)C=1SC=C(N1)C(C(=O)NC1=NNC(=C1)C1CC1)C